S1N=CC=2C1=NC=C(C2)N2CCC(CC2)N(C(=O)NC=2C(N(C=C(C2)C(F)(F)F)C)=O)C 1-(1-(isothiazolo[5,4-b]pyridin-5-yl)piperidin-4-yl)-1-methyl-3-(1-methyl-2-oxo-5-(trifluoromethyl)-1,2-dihydropyridin-3-yl)urea